2,4-Butansulton CC1CCOS1(=O)=O